C1(=CC=CC=C1)OC(=O)C1=C(C2=CC=CC=C2C=C1)O phenyl-1-hydroxy-2-naphthoate